tert-butyl 4-(3-bromocyclobutoxy)piperidine-1-carboxylate BrC1CC(C1)OC1CCN(CC1)C(=O)OC(C)(C)C